(E)-N-cinnamyl-N,4-dimethylbenzenesulfonamide C(\C=C\C1=CC=CC=C1)N(S(=O)(=O)C1=CC=C(C=C1)C)C